2-Amino-4-(butylamino)-6-(3-fluoro-4-(pyrrolidin-1-ylmethyl)benzyl)pyrimidine NC1=NC(=CC(=N1)NCCCC)CC1=CC(=C(C=C1)CN1CCCC1)F